CN1N=CC2=C(C=C(C=C12)C(F)(F)F)C1=NN(C=N1)/C=C(/C(=O)O)\C=1C=NC=NC1 (E)-3-(3-(1-methyl-6-(trifluoromethyl)-1H-indazol-4-yl)-1H-1,2,4-triazole-1-yl)-2-(pyrimidin-5-yl)acrylic acid